C(=O)C1=C(C=C(C=C1C)C1=CC(=CC=C1)C=1N=C(SC1)NC(=O)[C@H]1N(CC1)C(=O)C1=CN(C(=C1)C)S(=O)(=O)C)C (S)-N-(4-(4'-formyl-3',5'-dimethyl-[1,1'-biphenyl]-3-yl)thiazol-2-yl)-1-(5-methyl-1-(methylsulfonyl)-1H-pyrrole-3-carbonyl)azetidine-2-carboxamide